CC1=C(C(=O)N(N1C)C2=CC=CC=C2)C(C)C The molecule is a pyrazolone derivative that is antipyrine substituted at C-4 by an isopropyl group. It has a role as a non-steroidal anti-inflammatory drug, a non-narcotic analgesic and a peripheral nervous system drug. It derives from an antipyrine.